C(C)OC1=CN=CC(=N1)C1=CN=C(S1)C(=O)NCC=1C=C(C=CC1)NC(OC(C)(C)C)=O tert-butyl N-[3-([[5-(6-ethoxypyrazin-2-yl)-1,3-thiazol-2-yl]formamido]methyl)phenyl]carbamate